FC1=C(C=CC(=C1)[C@]1(C(NC2=C(C=CC=C12)C(F)(F)F)=O)C1=CC=C(C=C1)OC(F)(F)F)B(O)O (R)-(2-fluoro-4-(2-oxo-3-(4-(trifluoromethoxy)phenyl)-7-(trifluoromethyl)indolin-3-yl)phenyl)boronic acid